C(C)(C)(C)OC(=O)N1C2CN(CC1C2)C2=CC(=CC(=N2)B(O)O)Cl [6-(6-tert-butoxycarbonyl-3,6-diazabicyclo[3.1.1]heptan-3-yl)-4-chloro-2-pyridyl]boronic acid